[(3R)-3-methyl[1,4'-bipiperidine]-1'-yl]methanone formate C(=O)O.C[C@H]1CN(CCC1)C1CCN(CC1)C=O